(R)-N-methyl-1-(4-(3-methylmorpholino)-7-(methylsulfonyl)-7H-pyrrolo[2,3-d]pyrimidin-2-yl)-1H-benzo[d]imidazol-2-amine CNC1=NC2=C(N1C=1N=C(C3=C(N1)N(C=C3)S(=O)(=O)C)N3[C@@H](COCC3)C)C=CC=C2